NC1=C(C(=NN1C)C1CC2C(CN(C2)C(=O)OC(C)(C)C)C1)C(NC1=CC(=C(C=C1)F)Cl)=O tert-butyl 5-(5-amino-4-(3-chloro-4-fluorophenylcarbamoyl)-1-methyl-1H-pyrazol-3-yl)hexahydrocyclopenta[c]pyrrole-2(1H)-carboxylate